tert-butyl 4-(5-{3-methoxy-4,6-dimethylpyrazolo[1,5-a]pyrazin-2-yl}thieno[2,3-c]pyrazol-2-yl)piperidine-1-carboxylate COC=1C(=NN2C1C(=NC(=C2)C)C)C2=CC=1C(=NN(C1)C1CCN(CC1)C(=O)OC(C)(C)C)S2